NCC1=CC(=NC=C1)S(=O)(=O)[C@H]1C(N(CCC1)C1CNCC(C1)C(=O)N1CCN(CC1)S(=O)(=O)C)=O cis-r-((4-(Aminomethyl)pyridin-2-yl)sulfonyl)-5'-(4-(methylsulfonyl)piperazine-1-carbonyl)-[1,3'-bipiperidin]-2-one